(S)-4-((3-((2-(5-(2-(diisopropylcarbamoyl)-4-fluorophenoxy)pyrimidine-4-yl)-2,7-diazaspiro[3.5]nonan-7-yl)methyl)pyrrolidin-1-yl)sulfonyl)-1,4-diazepane C(C)(C)N(C(=O)C1=C(OC=2C(=NC=NC2)N2CC3(C2)CCN(CC3)C[C@H]3CN(CC3)S(=O)(=O)N3CCNCCC3)C=CC(=C1)F)C(C)C